(3R,5R)-5-(3-(3-(methoxymethyl)-1-(trifluoromethyl)-1H-pyrazole-5-carboxamido)-1H-pyrazol-5-yl)tetrahydrofuran-3-yl (1-methylcyclopropyl)carbamate CC1(CC1)NC(O[C@H]1CO[C@H](C1)C1=CC(=NN1)NC(=O)C1=CC(=NN1C(F)(F)F)COC)=O